ClC=1C(=NC=C(C1)CN(C)C)C=NS(=O)C(C)(C)C N-((3-chloro-5-((dimethylamino)methyl)pyridin-2-yl)methylene)-2-methylpropan-2-sulfinamide